methyl ({(3S)-3-[(tert-butoxycarbonyl)amino]-5-fluoro-7-[(2-methoxyethoxy)methoxy]-3,4-dihydro-2H-1-benzothiopyran-6-yl}amino)acetate C(C)(C)(C)OC(=O)N[C@@H]1CSC2=C(C1)C(=C(C(=C2)OCOCCOC)NCC(=O)OC)F